tert-Butyl 8-[3-[(2,2-dimethyl-1,3-dioxolan-4-yl)methyl]-2-fluoro-phenyl]-3-methyl-6,8-dihydro-5H-imidazo[1,2-a]pyrazine-7-carboxylate CC1(OCC(O1)CC=1C(=C(C=CC1)C1C=2N(CCN1C(=O)OC(C)(C)C)C(=CN2)C)F)C